CC=1C(=C2N=C3C(=C(C(C(C3=CC2=CC1)(N)C1=CC=CC=C1)(N)C1=CC=CC=C1)C1=CC=CC=C1)C1=CC=CC=C1)C dimethyltetraphenyldihydroacridindiamine